4-(aminomethyl)-6-bromo-5-fluoro-2H-phthalazin-1-one NCC1=NNC(C2=CC=C(C(=C12)F)Br)=O